FC1=CC=C(CCNC(C2=C(C=CC=C2)\C=C\C(=O)NO)=O)C=C1 (E)-N-(4-fluorophenethyl)-2-(3-(hydroxyamino)-3-oxoprop-1-en-1-yl)benzamide